2-chloro-6-methoxy-1H-indole-3-carboxaldehyde ClC=1NC2=CC(=CC=C2C1C=O)OC